N[C@H](C)C=1C=C(C=C2C(N(C(=NC12)C1=C(C=CC=C1)OC)C)=O)C (R)-8-(1-aminoethyl)-2-(2-methoxyphenyl)-3,6-dimethylquinazolin-4(3H)-one